bis(1-decyloxy-2,2,6,6-tetramethyl-4-piperidyl) sebacate C(CCCCCCCCC(=O)OC1CC(N(C(C1)(C)C)OCCCCCCCCCC)(C)C)(=O)OC1CC(N(C(C1)(C)C)OCCCCCCCCCC)(C)C